C(C1=CC=CC=C1)OC1=CC2=C(C3(C(O2)(C(CC3O)C3=CC=CC=C3)C3=CC=C(C=C3)OC)O)C(=C1)OC 6-benzyloxy-1,8b-dihydroxy-8-methoxy-3a-(4-methoxyphenyl)-3-phenyl-2,3-dihydro-1H-cyclopenta[b]benzofuran